2-Tert-butyl 3-bromo-6-(8-(thiazolo[5,4-b]pyridin-2-ylcarbamoyl)-3,4-dihydroisoquinolin-2(1H)-yl)picolinate BrC=1C(=NC(=CC1)N1CC2=C(C=CC=C2CC1)C(NC=1SC2=NC=CC=C2N1)=O)C(=O)OC(C)(C)C